4-amino-7-methyl-6-(4-nitrophenyl)-7H-pyrrolo[2,3-d]Pyrimidine NC=1C2=C(N=CN1)N(C(=C2)C2=CC=C(C=C2)[N+](=O)[O-])C